C(C=C)(=O)OCCCCCCCCCCCCCCCCCCC[Si](C)(C)Br acryloxynonadecylbromodimethylsilane